Ethyl 4-(3-methoxy-4-methylphenyl)-2,4-dioxobutanoate COC=1C=C(C=CC1C)C(CC(C(=O)OCC)=O)=O